4-hydroxycoumarin-13C OC1=C[13C](OC2=CC=CC=C12)=O